N-oleyl-oleylamide C(CCCCCCC\C=C/CCCCCCCC)[N-]CCCCCCCC\C=C/CCCCCCCC